Methyl (S)-2-((ethoxycarbonyl)amino)-3-(4-fluorophenyl)propanoate C(C)OC(=O)N[C@H](C(=O)OC)CC1=CC=C(C=C1)F